ClC1=CC=C(C(=N1)C(=O)O)N[C@H](C)C1=C2N=C(C(=NC2=CC(=C1)C)C#N)N1C2C(CC(C1)CC2)O 6-chloro-3-(((1R)-1-(2-cyano-3-(6-hydroxy-2-azabicyclo[2.2.2]octan-2-yl)-7-methylquinoxalin-5-yl)ethyl)amino)picolinic acid